C1(CC1)N(C(C1=C(C=C(C=C1)C1=NC(=CN=C1)C=1SC=C(C1)NC(CCCC)=O)OC)=O)C1CCN(CC1)C N-cyclopropyl-2-methoxy-N-(1-methylpiperidin-4-yl)-4-(6-(4-pentanamidothiophen-2-yl)pyrazin-2-yl)benzamide